NC1=NC=CC(=C1Cl)SC=1C=2N(C(=NC1)N1CCC3(CC1)[C@@H](C=1C(=NC=CC1)C3)N)C=NN2 (S)-1'-(8-((2-amino-3-chloropyridin-4-yl)thio)-[1,2,4]triazolo[4,3-c]pyrimidin-5-yl)-5,7-dihydrospiro[cyclopenta[b]pyridine-6,4'-piperidine]-5-amine